FCN1C(C(=CC=C1)NC(=O)C1=CC2=CN(N=C2C=C1OC)C1CCC(CC1)N(C([C@@H](C)O)=O)C)=O N-(1-(fluoromethyl)-2-oxo-1,2-dihydropyridin-3-yl)-2-((1R,4r)-4-((R)-2-hydroxy-N-methylpropanamido)cyclohexyl)-6-methoxy-2H-indazole-5-carboxamide